5-((2-cyclopropyl-6-(2,3-dihydrofuran-2-yl)-3,4-dihydroquinolin-1(2H)-yl)sulfonyl)-2-((tetrahydro-2H-pyran-4-yl)methoxy)benzoic acid methyl ester COC(C1=C(C=CC(=C1)S(=O)(=O)N1C(CCC2=CC(=CC=C12)C1OC=CC1)C1CC1)OCC1CCOCC1)=O